3,5-Dimethyladamantane-1-carboxamide CC12CC3(CC(CC(C1)(C3)C)C2)C(=O)N